N-[1(S)-[4-[[4-methoxy-2-[(4-methoxyphenyl)sulfonyl]phenyl]-sulfonyl]phenyl]ethyl]methanesulfonamide COC1=CC(=C(C=C1)S(=O)(=O)C1=CC=C(C=C1)[C@H](C)NS(=O)(=O)C)S(=O)(=O)C1=CC=C(C=C1)OC